o-nitrophenylacetamide [N+](=O)([O-])C1=C(C=CC=C1)CC(=O)N